(2S,5R)-1-(4,6-bis(trifluoromethyl)pyridin-2-yl)-N-(4-fluorophenyl)-N,5-dimethylpyrrolidine-2-carboxamide FC(C1=CC(=NC(=C1)C(F)(F)F)N1[C@@H](CC[C@H]1C)C(=O)N(C)C1=CC=C(C=C1)F)(F)F